2'-C-Ethynylcytidine C(#C)[C@@]1([C@@H](O[C@@H]([C@H]1O)CO)N1C(=O)N=C(N)C=C1)O